BrCCCCCCC(OCC\C=C/CCC)OCC\C=C/CCC (Z)-1-((7-bromo-1-(((Z)-hept-3-en-1-yl)oxy)heptyl)oxy)hept-3-ene